COCCN(C=1N=C(C2=C(N1)C(=NC(=N2)N2CC=1N(CC2)N=NC1)N1CCC(CC1)OC)N1CC(N(CC1)C)=O)CCOC 4-(2-(bis(2-methoxyethyl)amino)-6-(6,7-dihydro-[1,2,3]triazolo[1,5-a]pyrazin-5(4H)-yl)-8-(4-methoxypiperidin-1-yl)pyrimido[5,4-d]pyrimidin-4-yl)-1-methylpiperazin-2-one